N(=[N+]=[N-])CC1(OC2=C(C1)C=C(C=C2[C@@H](C)NC2=NC=1N(C=C2)N=CC1C(=O)OCC)F)COC ethyl 5-(((1R)-1-(2-(azidomethyl)-5-fluoro-2-(methoxymethyl)-2,3-dihydrobenzofuran-7-yl)ethyl)amino)pyrazolo[1,5-a]pyrimidine-3-carboxylate